FC=1C=C2C(=CC=NC2=CC1)C1CCC(CC1)[C@H](C)C1=NN=C(N1)C1=CC=C(C=C1)OC(C)C 6-fluoro-4-((1S,4s)-4-((R)-1-(5-(4-isopropoxyphenyl)-4H-1,2,4-triazol-3-yl)ethyl)cyclohexyl)quinoline